(R)-4-methyl-1-oxo-1-((S)-6-(((S)-3-oxo-1-((S)-2-oxopyrrolidin-3-yl)-4-(trifluoromethoxy)butan-2-yl)carbamoyl)-5-azaspiro[2.4]heptan-5-yl)pentan-2-yl isopropylcarbamate C(C)(C)NC(O[C@@H](C(N1CC2(CC2)C[C@H]1C(N[C@@H](C[C@H]1C(NCC1)=O)C(COC(F)(F)F)=O)=O)=O)CC(C)C)=O